ClC1=C(C(=CC(=C1)C(F)(F)F)Cl)NC=1N(C2=NC(=NC=C2N1)N[C@H]1CN(CCC1)CC)C1CCC(CC1)C(=O)N (1S,4s)-4-(8-(2,6-dichloro-4-(trifluoromethyl)phenylamino)-2-((R)-1-ethylpiperidin-3-ylamino)-9H-purin-9-yl)cyclohexanecarboxamide